C[C@@H]1N(CCC2(C1)OCCC1=C2SC(=C1)C(F)(F)F)C(=O)OC(C)(C)C Tert-butyl (2'S)-2'-methyl-2-(trifluoromethyl)spiro[4,5-dihydrothieno[2,3-c]pyran-7,4'-piperidine]-1'-carboxylate